N-[4-(3-cyanophenoxy)-3-sulfamoylphenyl]-2-phenylacetamide C(#N)C=1C=C(OC2=C(C=C(C=C2)NC(CC2=CC=CC=C2)=O)S(N)(=O)=O)C=CC1